2-Chloro-N-(2-formyl-4-(4,4,5,5-tetramethyl-1,3,2-dioxaborolan-2-yl)phenyl)-N-methylacetamide ClCC(=O)N(C)C1=C(C=C(C=C1)B1OC(C(O1)(C)C)(C)C)C=O